(1R,2S,Z)-N-(2,4-difluorobenzyl)-9-hydroxy-2-methyl-8,10-dioxo-3,6,8,10-tetrahydro-2H-1,7-methanopyrido[1,2-b][1,2,5]triazecine-11-carboxamide FC1=C(CNC(=O)C=2C(C(=C3N(N4[C@H](C\C=C/CN(C3=O)C4)C)C2)O)=O)C=CC(=C1)F